6-((2s,4r)-2-(1-cyclopropyl-1H-pyrazol-4-yl)tetrahydro-2H-pyran-4-yl)-8-(2-fluoro-4-(trifluoromethyl)phenyl)-2,3-dimethylquinazolin-4(3H)-one C1(CC1)N1N=CC(=C1)[C@H]1OCC[C@H](C1)C=1C=C2C(N(C(=NC2=C(C1)C1=C(C=C(C=C1)C(F)(F)F)F)C)C)=O